tris(N-ethylmethylamino)vinylsilane C(C)N(C)C(=C(N(CC)C)N(CC)C)[SiH3]